ClC(OC1=CC=C(C=C1)NC(C1=CN=C(C(=C1)C=1C=C2C(=NC1)CC=1C2=NNC1)N1C[C@H](CC1)F)=O)(F)F (S)-N-(4-(chlorodifluoromethoxy)phenyl)-5-(2,4-dihydropyrazolo[3',4':3,4]cyclopenta[1,2-b]pyridin-7-yl)-6-(3-fluoropyrrolidin-1-yl)nicotinamide